FC1=C(C(=CC(=C1)OC)F)C1=C(C(N(N1C)C1=NC(=CC=C1)CC)=O)NC(C1=CC=C(C=C1)OC(F)F)=O N-[5-(2,6-difluoro-4-methoxyphenyl)-2-(6-ethylpyridin-2-yl)-1-methyl-3-oxo-2,3-dihydro-1H-pyrazol-4-yl]-4-(difluoromethoxy)benzamide